N-((1-methyl-1H-pyrazol-4-yl)methyl)isoindolin-4-amine CN1N=CC(=C1)CNC=1C=2CNCC2C=CC1